C(C)(C)(C)[S@](=O)N[C@@H]1[C@H](C[C@H](CC1)C(=O)OCC)C ethyl (1S,3S,4S)-4-(((S)-tert-butylsulfinyl)amino)-3-methylcyclohexane-1-carboxylate